C(C)(C)(C)OC(=O)NC(C(=O)O)CCN(CCCCC1=NC=2NCCCC2C=C1)CCO 2-(tert-butoxycarbonylamino)-4-[2-hydroxyethyl-[4-(5,6,7,8-tetrahydro-1,8-naphthyridin-2-yl)butyl]amino]butanoic acid